3,5-bis(n-hexyldithio)-1,2,4-thiadiazole C(CCCCC)SSC1=NSC(=N1)SSCCCCCC